(R)-piperidin-3-ylmethanol N1C[C@@H](CCC1)CO